dioxaneethanol diacrylate C(C=C)(=O)O.C(C=C)(=O)O.O1C(COCC1)CCO